N-ethyl-5-fluoro-2-[6-(3-fluoro-1-{[(1r,4r)-4-aminocyclohexyl]methyl}azetidin-3-yl)imidazo[1,5-a]pyridin-8-yl]-N-(isopropyl)benzamide C(C)N(C(C1=C(C=CC(=C1)F)C=1C=2N(C=C(C1)C1(CN(C1)CC1CCC(CC1)N)F)C=NC2)=O)C(C)C